2-(5-(hydroxymethyl)furan-2-yl)-1,3-dioxan-5-ol OCC1=CC=C(O1)C1OCC(CO1)O